N-(2-[4-(α-D-mannopyranosyloxy)-5-methyl-2-nitrophenoxy]phenyl)acetamide [C@H]1([C@@H](O)[C@@H](O)[C@H](O)[C@H](O1)CO)OC1=CC(=C(OC2=C(C=CC=C2)NC(C)=O)C=C1C)[N+](=O)[O-]